O=S1(NC(C2=C1C=C(C=C2)NC(C2=C(C=C(C=C2)NS(=O)(=O)CCO)N2CCC1(CC1)CC2)=O)=O)=O N-(1,1-dioxido-3-oxo-2,3-dihydrobenzo[d]isothiazol-6-yl)-4-((2-hydroxyethyl)sulfonamido)-2-(6-azaspiro[2.5]octan-6-yl)benzamide